C(C)(=O)OC1=C(C=C(C=C1Br)C(=O)C1=C(OC2=C1C(=C(C(=C2[2H])OC(C)=O)[2H])[2H])CC)Br 4-(6-acetoxy-2-ethylbenzofuran-3-carbonyl-4,5,7-d3)-2,6-dibromophenyl acetate